(2-aminoethyl)-7-(1H-pyrazol-3-yl)-2H-pyrazolo[3,4-c]quinolin-4-amine NCCC=1NN=C2C(=NC=3C=C(C=CC3C21)C2=NNC=C2)N